C(C)(C)(C)OC(=O)N1CCC2C1CN(CC2)C2=C1C(=C(NC1=C(C=C2F)C(N)=O)C)Cl 6-(7-carbamoyl-3-chloro-5-fluoro-2-methyl-1H-indol-4-yl)octahydro-1H-pyrrolo[2,3-c]pyridine-1-carboxylic acid tert-butyl ester